1-(((1-((2-methoxypyrimidin-5-yl)amino)isoquinolin-6-yl)oxy)methyl)cyclopropane-1-carbonitrile COC1=NC=C(C=N1)NC1=NC=CC2=CC(=CC=C12)OCC1(CC1)C#N